(1R,2S,5S)-8-(2,2-diphenylacetyl)-3-(3-phenylpropionyl)-3,8-diazabicyclo[3.2.1]octane-2-carboxylic acid C1(=CC=CC=C1)C(C(=O)N1[C@H]2[C@H](N(C[C@@H]1CC2)C(CCC2=CC=CC=C2)=O)C(=O)O)C2=CC=CC=C2